FC(CN(CCC1=CNC=2C=CC=C(C12)O)CC(F)(F)F)(F)F 3-(2-(bis(2,2,2-trifluoroethyl)amino)ethyl)-1H-indol-4-ol